ClC1=CC(=C(C=C1)N[C@H]1[C@H](CNCC1)C)OC (3s,4r)-N-(4-chloro-2-methoxy-phenyl)-3-methyl-piperidin-4-amine